C(#N)C12CC(C1)(C2)NC(OC(C)(C)C)=O tert-butyl N-(3-cyano-1-bicyclo[1.1.1]pentanyl)carbamate